(3-Chloro-2-cyclopropyl-5-(methoxymethoxy)phenyl)boronic acid ClC=1C(=C(C=C(C1)OCOC)B(O)O)C1CC1